4-bromophenyl-boric acid BrC1=CC=C(C=C1)OB(O)O